4-(3-((6-bromo-4-methoxypyridin-3-yl)carbamoyl)-3-(2-isopropylphenyl)azetidin-1-yl)-2,2-dimethyl-4-oxobutanoic acid BrC1=CC(=C(C=N1)NC(=O)C1(CN(C1)C(CC(C(=O)O)(C)C)=O)C1=C(C=CC=C1)C(C)C)OC